FC=1C=C(C(=O)NCC=2C=NC=CC2)C=CC1C=1C=C2C=CN(C2=CC1)C(CC)=O 3-fluoro-4-(1-propionylindol-5-yl)-N-(pyridin-3-ylmethyl)benzamide